ClC1=C(C(=CC=C1F)Cl)C(C)OC=1C(=NC=C(C1)C=1C=C(C=CC1)C)N 3-[1-(2,6-dichloro-3-fluoro-phenyl)-ethoxy]-5-m-tolyl-pyridin-2-ylamine